C(C#C)OC1=C(C(=O)O)C=CC(=C1)C1(CN=C2N=CC=CC2=C1)C(F)(F)F 2-(prop-2-yn-1-yloxy)-4-(3-(trifluoromethyl)-3H-naphthyridin-3-yl)benzoic acid